C(C)(C)(C)N1C=C(C=2C1=NC(=CC2)C(=O)N2C(CN(CC2)C2=CC=C(C=N2)P(O)(O)=O)(C)C)C2=CC(=C(C=C2)Cl)F (6-(4-(1-(tert-butyl)-3-(4-chloro-3-fluorophenyl)-1H-pyrrolo[2,3-b]pyridine-6-carbonyl)-3,3-dimethylpiperazin-1-yl)pyridin-3-yl)phosphonic acid